C(CCC)(=O)OC1=CC2=C(NC=N2)C=C1 1H-benzo[d]imidazol-5-yl butyrate